1'-(3-(2,3-dichlorophenyl)imidazo[1,5-a]pyrazin-8-yl)-7-(trifluoromethyl)-1,3-dihydrospiro[indene-2,4'-piperidine]-1-amine ClC1=C(C=CC=C1Cl)C1=NC=C2N1C=CN=C2N2CCC1(CC2)C(C2=C(C=CC=C2C1)C(F)(F)F)N